N-((5-fluoro-2,3-dihydrobenzofuran-4-yl)methyl)-8-(imidazo[1,2-a]pyridin-7-yl)-[1,2,4]triazolo[4,3-c]pyrimidin-5-amine FC=1C=CC2=C(CCO2)C1CNC1=NC=C(C=2N1C=NN2)C2=CC=1N(C=C2)C=CN1